BrC=1C=C2C=CC(=NC2=NC1N)NCCCCC 6-bromo-N2-pentyl-1,8-naphthyridine-2,7-diamine